C(C)(C)OC=1C=CC(=NC1)C1=NSC(=N1)NC1=NC=CC=C1N(C(C)=O)C(C)C N-(2-(3-(5-isopropoxypyridin-2-yl)-1,2,4-thiadiazol-5-ylamino)pyridin-3-yl)-N-isopropylacetamide